N-({4-[2-(2-chloropyrimidin-4-yl)-1,3-oxazol-5-yl]bicyclo[2.2.2]octan-1-yl}methyl)-2,3,5-trifluoro-4-[(4-methoxyphenyl)methoxy]benzamide ClC1=NC=CC(=N1)C=1OC(=CN1)C12CCC(CC1)(CC2)CNC(C2=C(C(=C(C(=C2)F)OCC2=CC=C(C=C2)OC)F)F)=O